(5-chloro-2-methylphenyl)-5-(5-(4-fluorophenyl)-1,3,4-oxadiazole-2-yl)-1H-pyrrole-2-sulfonamide ClC=1C=CC(=C(C1)N1C(=CC=C1C=1OC(=NN1)C1=CC=C(C=C1)F)S(=O)(=O)N)C